COC1=C(CN(S(=O)(=O)C2=C(C=C(C=C2F)N2C[C@](CCC2)(CCC2=CC(=CC=C2)C(F)(F)F)N([C@@H]2COCC2)C)F)C2=NC=NC=C2)C=CC(=C1)OC N-(2,4-dimethoxybenzyl)-2,6-difluoro-4-((R)-3-(methyl((S)-tetrahydrofuran-3-yl)amino)-3-(3-(trifluoromethyl)phenethyl)piperidin-1-yl)-N-(pyrimidin-4-yl)benzenesulfonamide